(3S)-3-[2-[(1S)-4-tert-butoxy-1-carbamoyl-4-oxo-butyl]-1-oxo-isoindolin-5-yl]oxypyrrolidine-1-carboxylate C(C)(C)(C)OC(CC[C@@H](C(N)=O)N1C(C2=CC=C(C=C2C1)O[C@@H]1CN(CC1)C(=O)[O-])=O)=O